OC(=O)C(F)(F)F.C(C1=CC=CC=C1)OC(=O)[C@H]1NCC2(CCO2)C1 (7S)-1-oxa-6-azaspiro[3.4]octane-7-carboxylic acid benzyl ester TFA salt